2-amino-3-(piperidin-4-yl)benzonitrile dihydrochloride Cl.Cl.NC1=C(C#N)C=CC=C1C1CCNCC1